FC1=CC2=C(N=CS2)C=C1NC1=C2C(=NC=C1)SC(=C2)I 6-fluoro-N-(2-iodothieno[2,3-b]pyridin-4-yl)benzo[d]thiazol-5-amine